2-(2-(2-isopropylphenyl)-4-(pyridin-2-ylmethyl)piperazin-1-yl)-7-azaspiro[3.5]nonane C(C)(C)C1=C(C=CC=C1)C1N(CCN(C1)CC1=NC=CC=C1)C1CC2(C1)CCNCC2